The molecule is a diterpene alkaloid with formula C32H45NO10, originally isolated from Aconitum jaluense. It has a role as a plant metabolite. It is a benzoate ester, a bridged compound, a diterpene alkaloid, an organic heteropolycyclic compound, a polyether, a secondary alcohol, a tertiary alcohol, a tertiary amino compound and a triol. It derives from a hydride of an aconitane. CN1C[C@@]2([C@@H](C[C@@H]([C@@]34[C@@H]2[C@H]([C@@H](C31)[C@@]5([C@@H]6[C@H]4C[C@@]([C@@H]6OC(=O)C7=CC=CC=C7)([C@H]([C@@H]5O)OC)O)OC)OC)OC)O)COC